CSC1=NC=2C=CC=CC2C=2N1N=C(C2)CNC(C2=C(C=CC=C2)OC(F)(F)F)=O N-((5-(methylthio)pyrazolo[1,5-c]quinazolin-2-yl)methyl)-2-(trifluoromethoxy)benzamide